FC=1C(=NC=CC1CN1C(OC2=C(C=CC(=C2)OC=2N=NC=CN2)C12CCC2)=O)N 3-fluoro-4-({2-oxo-7-(1,2,4-triazin-3-yloxy)-2H,3H-spiro[1,3-benzoxazine-4,1'-cyclobutan]-3-yl}methyl)-2-pyridylamine